4-(4-methyl-3-pentenyl)-3-cyclohexene-1-carbonitrile CC(=CCCC1=CCC(CC1)C#N)C